CC1=NC2=C(N1)C=C(C=C2C(=O)O)C2=CC=C(C=C2)C2=CC(=CC=C2)NC(=O)C2CCNCC2 2-methyl-6-(3'-(piperidine-4-carboxamido)-[1,1'-biphenyl]-4-yl)-1H-benzo[d]imidazole-4-carboxylic acid